4-[4-[(E)-3-(4-Methylphenyl)prop-2-enoyl]phenyl]butanoic acid CC1=CC=C(C=C1)/C=C/C(=O)C1=CC=C(C=C1)CCCC(=O)O